C1(CCCCC1)NC(C[C@@H](C1=CC=CC=C1)NC(C(CC)(C)C)=O)=O (S)-N-(3-(cyclohexylamino)-3-oxo-1-phenylpropyl)-2,2-dimethylbutyramide